1-(2-(5-(1-(3,5-dichloropyridin-4-yl)ethoxy)-1H-indazol-3-yl)-4,6-dihydroPyrrolo[3,4-d]imidazol-5(1H)-yl)-2-(3-hydroxypyrrolidin-1-yl)ethan-1-one ClC=1C=NC=C(C1C(C)OC=1C=C2C(=NNC2=CC1)C1=NC2=C(N1)CN(C2)C(CN2CC(CC2)O)=O)Cl